(E)-N-(2-chloro-5-(4-(2-(4-oxopent-2-enoyl)-2,7-diazaspiro[3.5]nonan-7-yl)quinazolin-6-yl)pyridin-3-yl)-2,6-difluoro-benzene-sulfonamide ClC1=NC=C(C=C1NS(=O)(=O)C1=C(C=CC=C1F)F)C=1C=C2C(=NC=NC2=CC1)N1CCC2(CN(C2)C(\C=C\C(C)=O)=O)CC1